1-(5-Adamantan-1-yl-2,4-dimethoxy-phenyl)-3-(2,4-dihydroxy-phenyl)-propan-1-one C12(CC3CC(CC(C1)C3)C2)C=2C(=CC(=C(C2)C(CCC2=C(C=C(C=C2)O)O)=O)OC)OC